COC1=CC=C(C=N1)CC1N(CCNC1)C1=C(C=NC=C1)C=1C=CC=2N(C1)N=CC2C#N 6-(4-(((6-Methoxypyridin-3-yl)methyl)piperazin-1-yl)pyridin-3-yl)pyrazolo[1,5-a]pyridine-3-carbonitrile